C(C)(C)(C)OC(NC=1SC2=C(N1)C=CC(=C2)NC2=NC=C(C=C2)C(F)(F)F)=O.FC(C=2C=CC(=NC2)NC2(C=C1C(=NC(S1)N)C=C2)N)(F)F 6-[[5-(trifluoromethyl)-2-pyridyl]amino]-1,3-benzothiazol-2,6-diamine tert-butyl-N-[6-[(5-trifluoromethyl-2-pyridyl)amino]-1,3-benzothiazol-2-yl]carbamate